COC1=CC=C(COCC2=CC=C(C=C2)OC)C=C1 p-methoxybenzyl oxide